CN(C=1N=C(C2=C(N1)CC[S+]2[O-])NC2(CC2)C)CCC2CCOCC2 N2-methyl-N4-(1-methylcyclopropyl)-5-oxido-N2-(2-tetrahydropyran-4-ylethyl)-6,7-dihydrothieno[3,2-d]pyrimidin-5-ium-2,4-diamine